(S)-3-(2-oxo-2-((1,1,1-trifluoroprop-2-yl)amino)acetyl)-2,3-dihydro-1H-pyrrolizine-7-carboxylic acid methyl ester COC(=O)C=1C=CN2[C@@H](CCC12)C(C(NC(C(F)(F)F)C)=O)=O